N(=N\C(=O)OCC)/C(=O)OCC (E)-Diethyl diazene-1,2-dicarboxylate